racemic-trans-2-((2-allylcyclobutyl)thio)pyrimidine C(C=C)[C@H]1[C@@H](CC1)SC1=NC=CC=N1 |r|